tert-butyl 5-(4-((4-(tert-butoxycarbonyl) piperazin-1-yl)methyl) phenyl)-3-(pyridin-4-ylcarbamoyl)-1H-indazole-1-carboxylate C(C)(C)(C)OC(=O)N1CCN(CC1)CC1=CC=C(C=C1)C=1C=C2C(=NN(C2=CC1)C(=O)OC(C)(C)C)C(NC1=CC=NC=C1)=O